NC1=C(C=C(N=N1)C1=C(C=CC=C1)O)N1CC2CCC(C1)N2C2=CC(=NC=C2)C#CCN2CC1(C2)CCCCC1 2-[6-amino-5-[8-[2-[3-(2-azaspiro[3.5]nonan-2-yl)prop-1-ynyl]-4-pyridyl]-3,8-diazabicyclo[3.2.1]octan-3-yl]pyridazin-3-yl]phenol